FC1(C[C@@H]2[C@@H]([C@H](C[C@]1(N2)C)OC2=CN=C(N=N2)C2=C(C=C(C=C2)N2C=NC=C2)O)OC)F 2-(6-(((1R,3S,4S,5R)-7,7-difluoro-4-methoxy-1-methyl-8-azabicyclo[3.2.1]octan-3-yl)oxy)-1,2,4-triazin-3-yl)-5-(1H-imidazol-1-yl)phenol